C(CCC)[Sn](O)(O)Cl butyltin chloride dihydroxide